2-(2,2-difluoroethoxy)-4-methoxy-pyrimidin-5-amine FC(COC1=NC=C(C(=N1)OC)N)F